S1NC(C2=C1C=CC=C2)=O 1,2-benzisothiazol-3(2H)-on